Tert-Butyl 3-[3-(2-pyridylsulfanyl)-1-bicyclo[1.1.1]pentanyl]azetidine-1-carboxylate N1=C(C=CC=C1)SC12CC(C1)(C2)C2CN(C2)C(=O)OC(C)(C)C